(S)-6-(4-cyanophenyl)-4-(((trifluoromethyl)sulfonyl)oxy)-3,6-dihydropyridine C(#N)C1=CC=C(C=C1)[C@@H]1C=C(CC=N1)OS(=O)(=O)C(F)(F)F